FC1(O[C@@](C([C@]1(C(F)(F)F)F)(F)F)(C(C(F)(F)F)(F)F)F)F 2,2,3,4,4,5-hexafluorotetrahydro-5-(pentafluoroethyl)-3-(trifluoromethyl)-trans-furan